SC(=O)[O-] mercaptoformate